FC1=C(C=CC=C1B1OC(C(O1)(C)C)(C)C)S(=O)(C)=NC(OC(C)(C)C)=O tert-butyl ((2-fluoro-3-(4,4,5,5-tetramethyl-1,3,2-dioxaborolan-2-yl)phenyl)(methyl)(oxo)-λ6-sulfaneylidene)carbamate